4-ethoxy-N-(3-fluoro-4-{[2-(5-{[(2-methoxyethyl)amino]methyl}pyridin-2-yl)thieno[3,2-b]pyridin-7-yl]oxy}phenyl)-1-(3-fluorophenyl)-2-oxo-1,2-dihydropyridine-3-carboxamide C(C)OC1=C(C(N(C=C1)C1=CC(=CC=C1)F)=O)C(=O)NC1=CC(=C(C=C1)OC1=C2C(=NC=C1)C=C(S2)C2=NC=C(C=C2)CNCCOC)F